ClC=1N=C2C(=C(C(N(C2=CC1)C)=O)C#N)N1CCN(CC1)C(C1=CC=CC=C1)C1=CC=CC=C1 6-chloro-4-[4-(diphenylmethyl)piperazin-1-yl]-1-methyl-2-oxo-1,2-dihydro-1,5-naphthyridine-3-carbonitrile